tert-butyl (4aR,6S,8aS)-6-carbamoylthiooctahydroisoquinoline-2(1H)-carboxylate C(N)(=O)S[C@@H]1C[C@H]2CCN(C[C@H]2CC1)C(=O)OC(C)(C)C